Tert-butyl 6'-(bromomethyl)-[2,2'-bipyridine]-6-carboxylate BrCC1=CC=CC(=N1)C1=NC(=CC=C1)C(=O)OC(C)(C)C